BrC1=C(C(=O)O)C=C(C=C1F)[N+](=O)[O-] 2-bromo-3-fluoro-5-nitro-benzoic acid